1-(2,2-difluoro-benzo[1,3]dioxolan-4-ylmethyl)-3-spiro[3.3]hept-2-yl-urea FC1(OC2=C(O1)C=CC=C2CNC(=O)NC2CC1(C2)CCC1)F